N(=O)C1=C(C=CC2=CC=CC=C12)O.[Co] cobalt 1-nitroso-2-naphthol